C[N+]1=CNC=2N=CNC(C12)=O 7-methyl-6-oxo-6,9-dihydro-1H-purin-7-ium